4-nitrophenyl (4-phenoxyphenyl)carbamate O(C1=CC=CC=C1)C1=CC=C(C=C1)NC(OC1=CC=C(C=C1)[N+](=O)[O-])=O